C(C)(C)NC(NC1=NC=CC(=C1)CN1CCN(CC1)C=1C=CC(=NC1C)C(=O)NC)=O 5-(4-((2-(3-isopropylureido)pyridin-4-yl)methyl)piperazin-1-yl)-N,6-dimethylpicolinamide